[4-[(E)-cinnamyl]piperazin-1-yl]-(3,4-dipropoxyphenyl)methanone C(\C=C\C1=CC=CC=C1)N1CCN(CC1)C(=O)C1=CC(=C(C=C1)OCCC)OCCC